2-((6-(4-aminopiperazin-1-yl)-3,5-dicyano-4-ethylpyridin-2-yl)thio)-2-phenylacetylAmine, trifluoroacetic acid salt FC(C(=O)O)(F)F.NN1CCN(CC1)C1=C(C(=C(C(=N1)SC(C(=O)N)C1=CC=CC=C1)C#N)CC)C#N